[Si](C)(C)(C(C)(C)C)O[C@H]1[C@H]2N(C(C3=C(N1C(=O)OCC=C)C=C(C(=C3)OC)O)=O)C=C(C2)\C=C\C (11S,11aS)-allyl 11-(tert-butyldimethylsilyloxy)-8-hydroxy-7-methoxy-5-oxo-2-((E)-prop-1-enyl)-11,11a-dihydro-1H-benzo[e]pyrrolo[1,2-a][1,4]diazepine-10(5H)-carboxylate